BrC=1C(=NC2=CC=CC=C2N1)C bromo-2-methylquinoxaline